NC1=C2C(=NC=N1)N(N=C2C2=CC=C(C=C2)OC2=CC=CC=C2)[C@H]2CN(CCC2)C2CN(C2)C(=O)[O-] 3-[(3R)-3-[4-amino-3-(4-phenoxyphenyl)pyrazolo[3,4-d]pyrimidin-1-yl]-1-piperidyl]azetidine-1-carboxylate